C(C)C(CC=1C(=C(C(=C(C1C(=O)O)C(=O)O)CC(CCCC)CC)C(=O)O)CC(CCCC)CC)CCCC tri(2-ethylhexyl)trimellitic acid